(2-(4-cyclopropyl-6-methoxy-2-methylpyrimidin-5-yl)-5H-pyrrolo[3,2-d]pyrimidin-7-yl)(4-(1-methyl-4-(trifluoromethyl)-1H-imidazol-2-yl)phenyl)methanol C1(CC1)C1=NC(=NC(=C1C=1N=CC2=C(N1)C(=CN2)C(O)C2=CC=C(C=C2)C=2N(C=C(N2)C(F)(F)F)C)OC)C